bismuth (III) n-butoxide [O-]CCCC.[Bi+3].[O-]CCCC.[O-]CCCC